(5aS,6R,11bS)-14-(cyclopropylmethyl)-3-(2-(pyridin-4-yl)ethyl)-2,3,4,5,6,7-hexahydro-6,11b-(epiminoethano)naphtho[1,2-d]azepine-5a,10(1H)-diol C1(CC1)CN1CC[C@]23CCN(CC[C@]2([C@H]1CC1=CC=C(C=C13)O)O)CCC1=CC=NC=C1